1-cyclopropylethane-1-one C1(CC1)C(C)=O